ClC=1C=C(C=CC1OC(F)(F)F)NC=1C2=C(N=CN1)C=CC(=N2)O[C@@H]2CNCC2 N-[3-Chloro-4-(trifluoromethoxy)phenyl]-6-[(3S)-pyrrolidin-3-yl]oxy-pyrido[3,2-d]pyrimidin-4-amine